C(C)(C)[C@H]1CC[C@H](CC1)OC[C@@H]1N(CCC[C@@H]1NS(=O)(=O)C)C(CCC(=O)OC)=O methyl 4-(cis-2-(((cis-4-isopropylcyclohexyl)oxy)methyl)-3-((methylsulfonyl)amino)piperidin-1-yl)-4-oxobutanoate